C(N)(=O)C1=CC=C(N1C)N1C=C(C2=C1N=CN=C2N2[C@H](CN(CC2)C(=O)OC(C)(C)C)C)C2CC2 tert-butyl (S)-4-(7-(5-carbamoyl-1-methyl-1H-pyrrol-2-yl)-5-cyclopropyl-7H-pyrrolo[2,3-d]pyrimidin-4-yl)-3-methylpiperazine-1-carboxylate